(2r,4r)-1-((S)-2-amino-2-cyclopropylacetyl)-4-hydroxy-N-(4-(4-methylthiazol-5-yl)benzyl)pyrrolidine-2-carboxamide hydrochloride Cl.N[C@H](C(=O)N1[C@H](C[C@H](C1)O)C(=O)NCC1=CC=C(C=C1)C1=C(N=CS1)C)C1CC1